2-(5-chloro-2-((triethylsilyl)ethynyl)phenyl)-1H-benzo[d]imidazole ClC=1C=CC(=C(C1)C1=NC2=C(N1)C=CC=C2)C#C[Si](CC)(CC)CC